C(C)(C)[Si](C(C)C)(C(C)C)C#CC=1N=C(C2=C(N1)C=CN=C2)O (triisopropylsilylethynyl)pyrido[4,3-d]pyrimidin-4-ol